tert-Butyl (2R,3S)-3-hydroxy-2-({[(4-methylphenyl)sulfonyl]oxy}methyl)pyrrolidine-1-carboxylate O[C@@H]1[C@H](N(CC1)C(=O)OC(C)(C)C)COS(=O)(=O)C1=CC=C(C=C1)C